Ethyl 2-[7-methyl-6-(4-morpholinophenyl)-4-(trifluoromethyl) indazol-2-yl]-2-spiro[6,7-dihydropyrrolo[1,2-c]imidazol-5,1'-cyclopropan]-1-yl-acetate CC1=C(C=C(C2=CN(N=C12)C(C(=O)OCC)C1=C2N(C=N1)C1(CC1)CC2)C(F)(F)F)C2=CC=C(C=C2)N2CCOCC2